(S)-3-(1-hydroxy-propan-2-yl)-8-(1H-pyrazol-4-yl)-6-(5-(trifluoromethyl)pyridin-2-yl)pyrido[3,4-d]pyrimidin-4(3H)-one OC[C@H](C)N1C=NC2=C(C1=O)C=C(N=C2C=2C=NNC2)C2=NC=C(C=C2)C(F)(F)F